CS(=O)(=O)C=1C=CC=NC1 5-methylsulfonylpyridin